C(C(=C)C)(=O)OOCCOC1=CC=C(C(=O)C2=CC=CC=C2)C=C1 4-[2-(methacryloxyoxy)ethoxy]benzophenone